C(C)N(C1CN(CC1)C1CCCCC2=C1C=C(C=C2)NC2=NC=C(C(=N2)NN2C(OC1=C2C=CC=C1)=O)C)CC {2-[9-(3-diethylamino-pyrrolidin-1-yl)-6,7,8,9-tetrahydro-5H-benzocyclohepten-2-ylamino]-5-methyl-pyrimidin-4-ylamino}-3H-benzoxazol-2-one